FC=1C(=C(C=CC1F)C=1CCCC2=C(C1C1=CC=C(C=C1)C=C1CN(C1)CCCF)C=CC(=C2)C(=O)O)C 8-(3,4-difluoro-2-methylphenyl)-9-(4-((1-(3-fluoropropyl)azetidin-3-ylidene)methyl)phenyl)-6,7-dihydro-5H-benzo[7]annulene-3-carboxylic acid